(Z)-7-((2R,3R,4S,5R)-3,4-dihydroxy-5-((R)-hydroxy(3-methyl-4-(trifluoromethyl)phenyl)methyl)tetrahydrofuran-2-yl)-1,7-dihydro-4H-pyrrolo[2,3-d]pyrimidin-4-one O-methyl oxime CO\N=C/1\C2=C(NC=N1)N(C=C2)[C@@H]2O[C@@H]([C@H]([C@H]2O)O)[C@@H](C2=CC(=C(C=C2)C(F)(F)F)C)O